(2'-hydroxy-5'-tert-octylphenyl)-benzotriazole OC1=C(C=C(C=C1)C(C)(C)CC(C)(C)C)C1=CC=CC=2NN=NC21